3-(tert-butyl)-6-methoxyquinazoline-2,4(1H,3H)-dione C(C)(C)(C)N1C(NC2=CC=C(C=C2C1=O)OC)=O